5-(5-(difluoromethyl)-1-methyl-1H-pyrazol-3-yl)-3-(1-(2-phenoxyphenyl)cyclopropyl)-1,2,4-oxadiazole FC(C1=CC(=NN1C)C1=NC(=NO1)C1(CC1)C1=C(C=CC=C1)OC1=CC=CC=C1)F